NCC=1C=C(C=CC1)N1N=C(C=C1C(=O)NC1=C(C=CC(=C1)C(NCC1CC1)C1=CC=C(C=C1)C(N)=O)F)C(F)(F)F 1-(3-(aminomethyl)phenyl)-N-(5-((4-carbamoylphenyl)(cyclopropylmethyl-amino)methyl)-2-fluorophenyl)-3-(trifluoromethyl)-1H-pyrazole-5-carboxamide